NCCCNCCCCNCCCN N,N'-bis-(3-aminopropyl)-1,4-diaminobutane